NC1=NC=CC(=C1OC)SC1=CN=C2C(=N1)NC(=N2)N2CCC1(CC2)[C@@H](C2=CC(=CC=C2C1)F)N (S)-1'-(6-((2-amino-3-methoxypyridin-4-yl)thio)-1H-imidazo[4,5-b]pyrazin-2-yl)-6-fluoro-1,3-dihydrospiro[indene-2,4'-piperidin]-1-amine